(S)-N-(3-(1-(furo[2,3-b]pyrazin-3-ylamino)ethyl)phenyl)-5-methylnicotinamide N1=C2C(=NC(=C1)N[C@@H](C)C=1C=C(C=CC1)NC(C1=CN=CC(=C1)C)=O)OC=C2